2,4-dichlorophenethylamine ClC1=C(CCN)C=CC(=C1)Cl